ClC1=CC=C(CN2CC(N(C(C2)=O)C2CC3(C2)CCN(CC3)C(=O)OC(C)(C)C)C3=C(C=CC=C3)C(C)C)C=C1 Tert-butyl 2-(4-(4-chlorobenzyl)-2-(2-isopropylphenyl)-6-oxopiperazin-1-yl)-7-azaspiro[3.5]Nonane-7-carboxylate